CSC1=C(C(=CC=C1)SC)O 2,6-dimethylmercaptophenol